C(N)(OC1=CC=C(C=C1)C1=CC=2N=CN=C(C2N1C1=CC(=C(C=C1)O)F)NCC1=CC=C(C=C1)OC)=O (4-(5-(3-fluoro-4-hydroxyphenyl)-4-((4-methoxybenzyl) amino)-5H-pyrrolo[3,2-d]pyrimidin-6-yl) phenyl) carbamate